CC1=CC=CC=2N(C(N(C21)C2=CC=C(C=C2)B2OC(C(O2)(C)C)(C)C)=O)CC(=O)OCC ethyl 2-[4-methyl-2-oxo-3-[4-(4,4,5,5-tetramethyl-1,3,2-dioxaborolan-2-yl)phenyl]benzimidazol-1-yl]acetate